2-cyclopropyl-4-(3-(2-fluorophenyl)morpholino)pyrimidine-5-carbonitrile C1(CC1)C1=NC=C(C(=N1)N1C(COCC1)C1=C(C=CC=C1)F)C#N